C(C)N1C2=C([C@@H]([C@@H](C1=O)NC(=O)C=1N=C(SC1)C)C1=CC=C(C=C1)F)C(=NN2C2=CC=CC=C2)C N-[(4S,5S)-7-ethyl-4-(4-fluorophenyl)-3-methyl-6-oxo-1-phenyl-1H,4H,5H,6H,7H-pyrazolo[3,4-b]pyridin-5-yl]-2-methyl-1,3-thiazole-4-carboxamide